2-chloro-N-(3-methoxypropyl)-N-methyl-4-(4-(2-(3,3,3-trifluoro-2-hydroxy-2-phenylpropanoyl)-2-azaspiro[3.3]heptan-6-yl)piperazin-1-yl)benzamide ClC1=C(C(=O)N(C)CCCOC)C=CC(=C1)N1CCN(CC1)C1CC2(CN(C2)C(C(C(F)(F)F)(C2=CC=CC=C2)O)=O)C1